2-(5-bromo-3-cyano-1H-pyrrolo[2,3-b]pyridin-1-yl)acetamide BrC=1C=C2C(=NC1)N(C=C2C#N)CC(=O)N